S(=O)(=O)(O)C=CC=C Sulfobutadiene